tert-butyl N-[(3R*,4R*)-1-[5-(4-chlorophenyl)-1,3,4-oxadiazol-2-yl]-3-hydroxypiperidin-4-yl]carbamate ClC1=CC=C(C=C1)C1=NN=C(O1)N1C[C@H]([C@@H](CC1)NC(OC(C)(C)C)=O)O |o1:14,15|